rac-2-(3,4-Dicyanophenyl)-2-(3,3-difluorocyclopentyl)-N-(5-(trifluoromethyl)pyrazin-2-yl)acetamide C(#N)C=1C=C(C=CC1C#N)C(C(=O)NC1=NC=C(N=C1)C(F)(F)F)C1CC(CC1)(F)F